ClC1=C(NC2=C(NC3=C2C(NCC3)=O)C3=C(C=NC=C3)OCC[C@H]3OCC3)C=CC=C1Cl 3-(2,3-dichloroanilino)-2-(3-{2-[(2S)-oxetan-2-yl]ethoxy}pyridin-4-yl)-1,5,6,7-tetrahydro-4H-pyrrolo[3,2-c]pyridin-4-one